N-(1-(4-(Dibenzylamino)-3-(3-methoxypropoxy)phenyl)-3-methylbutan-2-yl)formamide C(C1=CC=CC=C1)N(C1=C(C=C(C=C1)CC(C(C)C)NC=O)OCCCOC)CC1=CC=CC=C1